4-(6-methylpyridin-3-yl)-1H-1,2,3-triazol CC1=CC=C(C=N1)C=1N=NNC1